C(C)(=O)N1N=C(CC1C1=CC=C(C=C1)Cl)C=1C(NC2=CC=C(C=C2C1C1=CC=CC=C1)Cl)=O 3-[2-acetyl-3-(4-chlorophenyl)-3,4-dihydropyrazol-5-yl]-6-chloro-4-phenyl-1H-quinolin-2-one